5-(benzyloxy)-N-[4-hydroxy-oxolan-3-yl]-2-methyl-2H-indazole-3-carboxamide C(C1=CC=CC=C1)OC1=CC2=C(N(N=C2C=C1)C)C(=O)NC1COCC1O